12-(3-(2-(trifluoromethyl)pyridin-4-yl)ureido)dodecanoic acid FC(C1=NC=CC(=C1)NC(NCCCCCCCCCCCC(=O)O)=O)(F)F